P(OC)(OC)(OC=1C=C(C=CC1[N+](=O)[O-])C)=S O,O-dimethyl O-4-nitro-m-tolyl phosphorothioate